((1R,5S,6R)-3-(6-(cyclopropyldifluoromethyl)-2-((S)-2-methylazetidin-1-yl)pyrimidin-4-yl)-3-azabicyclo[3.1.0]hexane-6-yl)acetic acid C1(CC1)C(C1=CC(=NC(=N1)N1[C@H](CC1)C)N1C[C@@H]2C([C@@H]2C1)CC(=O)O)(F)F